4-(pyrimidin-2-ylmethyl)-7-(4-(trifluoromethyl)phenyl)-3,4-dihydrobenzo[f][1,4]oxazepine-5(2H)-one N1=C(N=CC=C1)CN1CCOC2=C(C1=O)C=C(C=C2)C2=CC=C(C=C2)C(F)(F)F